BrC1=CC=C(C(=C1CN)F)OC 6-bromo-2-fluoro-3-methoxy-benzylamine